C(CCCCCCC)N(CCCCCCCC)C(C(C)=C)[Li] N,N-dioctylamino-methallyllithium